benzyl 5-(1H-indole-2-carbonyl)-4H,5H,6H,7H-pyrazolo[1,5-a]pyrazine-3-carboxylate N1C(=CC2=CC=CC=C12)C(=O)N1CC=2N(CC1)N=CC2C(=O)OCC2=CC=CC=C2